5-(3,3-Difluoro-2-methylbutan-2-yl)-1,2-oxazol-3-amine FC(C(C)(C)C1=CC(=NO1)N)(C)F